C(C)(C)N1C(N(C(C(=C1)C(=O)O)=O)C1=CC=NC=C1)=O 1-isopropyl-2,4-dioxo-3-(pyridin-4-yl)-1,2,3,4-tetrahydropyrimidine-5-carboxylic acid